N-(3-(4-methyl-1H-imidazol-1-yl)-5-(trifluoromethyl)phenyl)-1-(pyrimidin-5-yl)indoline-6-carboxamide CC=1N=CN(C1)C=1C=C(C=C(C1)C(F)(F)F)NC(=O)C1=CC=C2CCN(C2=C1)C=1C=NC=NC1